FC=1C=C2CCC\C(\C2=CC1)=N/O (E)-6-fluoro-3,4-dihydronaphthalene-1(2H)-one oxime